(R)-((3-(1-aminoethyl)-2-fluorophenyl)imino)Dimethylsulfanilamide hydrochloride Cl.N[C@H](C)C=1C(=C(C=CC1)N=NS(=O)(C1=CC=C(C=C1)N(C)C)=O)F